C(#N)[C@H](C[C@H]1C(NCC1)=O)NC(=O)[C@@H]1[C@H]2C([C@H]2CN1C([C@@H](NC(C(F)(F)F)=O)CC1CCC1)=O)(C)C (1R,2S,5S)-N-{(1S)-1-cyano-2-[(3S)-2-oxopyrrolidin-3-yl]Ethyl}-3-[3-cyclobutyl-N-(trifluoroacetyl)-L-alanyl]-6,6-dimethyl-3-azabicyclo[3.1.0]Hexane-2-carboxamide